3-butyl-6-methoxy-1-(1-methyl-1H-pyrazol-3-yl)-3,4-dihydroisoquinoline C(CCC)C1N=C(C2=CC=C(C=C2C1)OC)C1=NN(C=C1)C